C1(CC1)N1C=NC2=C1C=C(C(=C2)C#CC2=NN(C(=C2C(=O)N)NC)[C@@H]2CN([C@H](C2)CO)CC#C)F 3-[2-(1-cyclopropyl-6-fluoro-1,3-benzodiazol-5-yl)ethynyl]-1-[(3s,5r)-5-(hydroxymethyl)-1-(prop-2-ynyl)pyrrolidin-3-yl]-5-(methylamino)pyrazole-4-carboxamide